2-chloro-5-fluoro-4-(4-(1-methyl-4-(trifluoromethyl)-1H-imidazol-2-yl)benzyl)pyrimidine ClC1=NC=C(C(=N1)CC1=CC=C(C=C1)C=1N(C=C(N1)C(F)(F)F)C)F